1,3-bis(3-methylphenyl)pyrimidine-2,4,6(1H,3H,5H)-trione CC=1C=C(C=CC1)N1C(N(C(CC1=O)=O)C1=CC(=CC=C1)C)=O